FC=1C=CC=C(C(=O)N(C2=CC=CC=C2)C(C)C)C1 5-fluoro-N-isopropyl-N-phenylbenzamide